SCCCCCCO 1-mercapto-6-hexanol